CN1CCN(CC1)C1=C(C#N)C=C(C=N1)[N+](=O)[O-] 2-(4-METHYLPIPERAZIN-1-YL)-5-NITRO-NICOTINONITRILE